2-(bisdodecylamino)ethan-1-ol C(CCCCCCCCCCC)N(CCO)CCCCCCCCCCCC